C1=CC=C(C=C1)NS(=O)(=O)C2=CC=CC(=C2)C=CC(=O)NO (E)-N-hydroxy-3-[3-(phenylsulfamoyl)phenyl]prop-2-enamide